C(C)OC1=C(OC(C(=O)O)(C)C)C(=CC(=C1)CN1CCN(CC1)CC1=CC=C(C=C1)C(F)(F)F)OCC 2-(2,6-diethoxy-4-((4-(4-(trifluoromethyl)benzyl)piperazin-1-yl)methyl)phenoxy)-2-methylpropanoic acid